CC1=C(C=CC=C1)N(S(=O)(=O)C)C1=CC=C(C=C1)O 2-methylphenyl-4-hydroxyphenyl-methylsulfonamide